N-(4-((5-chloro-4-((2-(isopropylsulfonyl)phenyl)amino)pyrimidin-2-yl)amino)-5-methoxy-2-methylphenethyl)-8-(2-(2,6-dioxopiperidin-3-yl)-1,3-dioxoisoindolin-4-yl)-N-methyloct-7-ynamide ClC=1C(=NC(=NC1)NC1=CC(=C(CCN(C(CCCCCC#CC2=C3C(N(C(C3=CC=C2)=O)C2C(NC(CC2)=O)=O)=O)=O)C)C=C1OC)C)NC1=C(C=CC=C1)S(=O)(=O)C(C)C